(4aR,8aS)-6-(4-((3-(2-Aminoethoxy)phenyl)(phenyl)methyl)piperidine-1-carbonyl)hexahydro-2H-pyrido[4,3-b][1,4]oxazin-3(4H)-one NCCOC=1C=C(C=CC1)C(C1CCN(CC1)C(=O)N1C[C@@H]2[C@@H](OCC(N2)=O)CC1)C1=CC=CC=C1